FC1=C2C(=NC=NC2=C(C(=C1F)NN1CCOCC1)F)N 5,6,8-trifluoro-N7-morpholinoquinazoline-4,7-diamine